The molecule is a withanolide that is 2,3-dihydrowithaferin A substituted by a hydroxy group at position 19 and a sulfoxy group at position 3. Isolated from Physalis longifolia, it exhibits antineoplastic activity. It has a role as a metabolite, an antineoplastic agent and a plant metabolite. It is a delta-lactone, a 27-hydroxy steroid, a 4-hydroxy steroid, a 19-hydroxy steroid, an ergostanoid, a primary alcohol, a secondary alcohol, a withanolide, a steroid sulfate and an epoxy steroid. It derives from a withaferin A. CC1=C(C(=O)O[C@H](C1)[C@@H](C)[C@H]2CC[C@@H]3[C@@]2(CC[C@H]4[C@H]3C[C@@H]5[C@]6([C@@]4(C(=O)C[C@@H]([C@@H]6O)OS(=O)(=O)O)CO)O5)C)CO